The molecule is an unsaturated fatty acyl-CoA that results from the formal condensation of the thiol group of coenzyme A with the carboxy group of (12Z,15Z,18Z,21Z)-tetracosatetraenoic acid. It is an unsaturated fatty acyl-CoA and a very long-chain fatty acyl-CoA. It is a conjugate acid of a (12Z,15Z,18Z,21Z)-tetracosatetraenoyl-CoA(4-). CC/C=C\\C/C=C\\C/C=C\\C/C=C\\CCCCCCCCCCC(=O)SCCNC(=O)CCNC(=O)[C@@H](C(C)(C)COP(=O)(O)OP(=O)(O)OC[C@@H]1[C@H]([C@H]([C@@H](O1)N2C=NC3=C(N=CN=C32)N)O)OP(=O)(O)O)O